C1(=CC=CC=C1)S(=O)(=O)NC=1C=C(C=CC1)/C=C/[C@@H](CCOC1=C(C=CC=C1)CC(C(=O)O)(C)C)O 3-[2-[(E,3R)-5-[3-(Benzenesulfonamido)phenyl]-3-hydroxypent-4-enoxy]phenyl]-2,2-dimethylpropanoic acid